CN1S(C=2N(C(C1)C(=O)O)C(C(=C(C2C2=CC(=CC=C2)C(F)(F)F)CC2=CC=CC1=CC=CC=C21)N2CCNCC2)=O)(=O)=O 2-methyl-8-(naphthalen-1-ylmethyl)-6-oxo-7-(piperazin-1-yl)-9-(3-(trifluoromethyl)phenyl)-3,4-dihydro-2H,6H-pyrido[1,2-e][1,2,5]thiadiazine-4-carboxylic acid 1,1-dioxide